N-(1-methylcyclobutyl)isoxazole CC1(CCC1)N1OC=CC1